C[C@]12CC[C@@H](C([C@@H]1CC[C@@]3([C@@H]2CC=C4[C@]3(CC[C@@]5([C@H]4CC(CC5)(C)C)C=O)C)C)(C)C)O The molecule is a pentacyclic triterpenoid and hydroxyaldehyde that is erythrodiol in which the primary hydroxy group at position 28 has been oxidised to the corresponding aldehyde. It is found in grapes and olives. It has a role as a plant metabolite. It is a pentacyclic triterpenoid, a secondary alcohol and a hydroxyaldehyde. It derives from an erythrodiol. It derives from a hydride of an oleanane.